(4aR,7R,8R,8aS)-7-azido-6-(benzyloxy)-2-phenylhexahydropyrano[3,2-d][1,3]dioxin-8-ol N(=[N+]=[N-])[C@@H]1[C@H]([C@@H]2OC(OC[C@H]2OC1OCC1=CC=CC=C1)C1=CC=CC=C1)O